(benzyloxy)isoindol-1-one C(C1=CC=CC=C1)OC1=NC(C2=CC=CC=C12)=O